6-(3-trifluoromethyl-phenylamino)-pyrimidin FC(C=1C=C(C=CC1)NC1=CC=NC=N1)(F)F